3-(cyclododecylamino)-2,5,6-trifluoro-4-((2-hydroxyethyl)sulfonyl)benzenesulfonamide C1(CCCCCCCCCCC1)NC=1C(=C(C(=C(C1S(=O)(=O)CCO)F)F)S(=O)(=O)N)F